NC1=C2C(=NC=N1)N(N=C2C2=CC=C(C=C2)OC2=CC=CC=C2)C2CN(C2)C(=O)C2=C(C(=C(C(=C2SC)F)F)F)F (3-(4-amino-3-(4-phenoxyphenyl)-1H-pyrazolo[3,4-d]pyrimidin-1-yl)azetidin-1-yl)(2,3,4,5-tetrafluoro-6-(methylthio)phenyl)methanone